1-[3-(tri-tert-butyloxysilyl)phenyl]-1-(4'-dimethylsilylphenyl)ethylene C(C)(C)(C)O[Si](C=1C=C(C=CC1)C(=C)C1=CC=C(C=C1)[SiH](C)C)(OC(C)(C)C)OC(C)(C)C